S(=O)(=O)(O)C(C(=O)O)CC(=O)O.C1(=CC=CC=C1)OC=CC1=CC=CC=C1 styryl phenyl ether sulfosuccinate